3-(6-Nitro-1-oxoisoindolin-2-yl)piperidine-2,6-dione [N+](=O)([O-])C1=CC=C2CN(C(C2=C1)=O)C1C(NC(CC1)=O)=O